CC(CCC)S 2-pentyl thiol